Cl.ClC1=C(C=C(C=C1)C#N)C=1C=C2C(=NNC2=CC1)NC(=O)C1CC(C1)NC1CCC1 N-[5-(2-chloro-5-cyanophenyl)-1H-indazol-3-yl]-3-(cyclobutylamino)cyclobutanecarboxamide hydrochloride